COC1=C(C=CC(=C1)CO)CO 2-methoxy-1,4-benzenedimethanol